C(C)(C)(C)OC(=O)N1CCC(=CC1)C1=CC=C(C=C1)NC(=O)C1=CC(=C(C=C1)C=1CCN(CC1)C(=O)OC(C)(C)C)F tert-butyl 4-{4-[(4-{1-[(tert-butoxy)carbonyl]-1,2,3,6-tetrahydropyridin-4-yl}phenyl)carbamoyl]-2-fluorophenyl}-1,2,3,6-tetrahydropyridine-1-carboxylate